dioctyltin dioctyldecanoate C(CCCCCCC)C(C(=O)[O-])(CCCCCCCC)CCCCCCCC.C(CCCCCCC)[Sn+2]CCCCCCCC.C(CCCCCCC)C(C(=O)[O-])(CCCCCCCC)CCCCCCCC